C(C)(C)(C)C1=CC=C(C=C1)N(C(=O)C1N(CCC1)C(=O)OC(C)(C)C)C(C(=O)NC1CCCCC1)C=1C=NC=C(C1)OC tert-butyl 2-[(4-tert-butylphenyl)-[2-(cyclohexylamino)-1-(5-methoxy-3-pyridyl)-2-oxo-ethyl]carbamoyl]pyrrolidine-1-carboxylate